3-(2-methyl-2H-tetrazol-5-yl)azetidine-1-carboxylic acid tert-butyl ester C(C)(C)(C)OC(=O)N1CC(C1)C=1N=NN(N1)C